N-(2-Deoxy-2-L-leucylamino-β-D-glucopyranosyl)-N-octadecyldodecanoylamide N[C@@H](CC(C)C)C(=O)N[C@H]1[C@@H](O[C@@H]([C@H]([C@@H]1O)O)CO)[N-]C(C(CCCCCCCCCC)CCCCCCCCCCCCCCCCCC)=O